2-isopropyl-2-cyclohexylmethyl-1,3-dimethoxypropane C(C)(C)C(COC)(COC)CC1CCCCC1